hydroxy-N-((1s,4S)-4-methylcyclohexyl)-1-(2-morpholinoethyl)-2-oxo-1,2-dihydro-1,8-naphthyridine-3-carboxamide OC1=C(C(N(C2=NC=CC=C12)CCN1CCOCC1)=O)C(=O)NC1CCC(CC1)C